9-(benzyloxy)-7-methoxy-2,3,4,7a-tetrahydro-1H-4,12-methanobenzofuro[3,2-e]isoquinoline hydrochloride Cl.C(C1=CC=CC=C1)OC1=CC=C2C3=C1OC1C34CCNC(C4=CC=C1OC)C2